O1CC(=CC1)C=1C2=C(C(=NC1)OC)N=C(S2)NC(=O)C=2N=CNC2 N-[7-(2,5-dihydrofuran-3-yl)-4-methoxy-[1,3]thiazolo[4,5-c]pyridin-2-yl]-1H-imidazole-4-carboxamide